(2S)-4-benzyl-2-[(benzyloxy)methyl]-5,5-dimethyl-1,4-oxaazepane C(C1=CC=CC=C1)N1C[C@H](OCCC1(C)C)COCC1=CC=CC=C1